N[S@@](=NC(CC1=C(C(=C(C=C1C(C)C)C#N)F)C(C)C)=O)(=O)C1=CN=C(S1)C(CO)(C)O (S)-N-(amino(2-(1,2-dihydroxypropan-2-yl)thiazol-5-yl)(oxo)-λ6-sulfaneylidene)-2-(4-cyano-3-fluoro-2,6-diisopropylphenyl)acetamide